N1(CCCC1)C=1C=C(C=CC1C(=O)N1C(CNCC1)C=1SC=CC1)NC(=O)C1CC1 N-[3-pyrrolidin-1-yl-4-(2-thiophen-2-ylpiperazine-1-carbonyl)phenyl]cyclopropanecarboxamide